2-(2,4-difluorophenyl)-N-((2-(2,6-dioxopiperidin-3-yl)-1-oxoisoindolin-5-yl)methyl)-2,2-difluoroacetamide FC1=C(C=CC(=C1)F)C(C(=O)NCC=1C=C2CN(C(C2=CC1)=O)C1C(NC(CC1)=O)=O)(F)F